C(C)OC(C(C1(CCOC2(CCCC2)C1)C1=NC=C(C=C1)F)C#N)=O cyano-[9-(5-fluoro-pyridin-2-yl)-6-oxa-spiro[4.5]dec-9-yl]-acetic acid ethyl ester